FC(OC1=CC=C(C=C1)N1C(N([C@H](C1)C#N)C1=CN=CC2=CC=CC=C12)=O)F |r| Racemic-1-(4-(difluoromethoxy)phenyl)-3-(isoquinolin-4-yl)-2-oxoimidazolidine-4-carbonitrile